oxo-1'H,3'H-spiro[piperidine-4,2'-pyrrolizine] O=C1C2(CN3C=CC=C13)CCNCC2